methyl 4-amino-7-bromo-1-(6-chloropyridin-3-yl)-2-oxo-1,2-dihydro-1,8-naphthyridine-3-carboxylate NC1=C(C(N(C2=NC(=CC=C12)Br)C=1C=NC(=CC1)Cl)=O)C(=O)OC